N=S(=O)(C1=CC=C(C=C1)C1=NOC(=N1)C(F)(F)F)C imino(methyl)(4-(5-(trifluoromethyl)-1,2,4-oxadiazol-3-yl)phenyl)-λ6-sulfanone